2,5-dibromo-3-octyl-thiophene 1-{(3S*,4S*)-4-amino-3-[(2,3',5'-trifluoro[biphenyl]-3-yl)methyl]-2-azabicyclo[3.1.1]heptan-2-yl}-2-methyl-1-oxopropan-2-yl-acetate Sodium borohydride [BH4-].[Na+].N[C@@H]1[C@@H](N(C2CC1C2)C(C(C)(C)CC(=O)O)=O)CC=2C(=C(C=CC2)C2=CC(=CC(=C2)F)F)F.BrC=2SC(=CC2CCCCCCCC)Br |o1:3,4|